O1C(CCCCCCCC\C=C/CCC1)=O (Z)-Oxacyclopentadec-11-en-2-one